O1[C@@H](COCC1)CNC(=O)C1=C(C2=C(CCC3=CN(N=C23)C[C@H]2COCC2)O1)C N-[(2R)-1,4-Dioxan-2-ylmethyl]-8-methyl-2-[(3S)-tetrahydrofuran-3-ylmethyl]-4,5-dihydro-2H-furo[2,3-g]indazol-7-carboxamid